FC=1C=C2C(=CNC2=CC1)CCOC=1C2=C(N=C(N1)C1=CN=CS1)SC=N2 7-(2-(5-fluoro-1H-indol-3-yl)ethoxy)-5-(thiazol-5-yl)thiazolo[5,4-d]pyrimidine